4-bromo-1,3-dihydroisobenzofuran BrC1=C2COCC2=CC=C1